1-phenoxyethyl isobutyrate C(C(C)C)(=O)OC(C)OC1=CC=CC=C1